P(O)(O)(O)=O.[K] potassium compound with phosphoric acid